C(C=C)(=O)N1C[C@@H](CCC1)N1C(N(C=2C=NC=CC21)C2=CC=C(C=C2)OC2=C(C(=CC=C2)F)Cl)=O (R)-1-(1-acryloylpiperidin-3-yl)-3-(4-(2-chloro-3-fluorophenoxy)phenyl)-1,3-dihydro-2H-imidazo[4,5-c]pyridin-2-one